3-(4-(3-methyl-2-phenyl-butanamido)phenyl)-5-(pyridin-2-ylamino)-1H-pyrazole-4-carboxamide CC(C(C(=O)NC1=CC=C(C=C1)C1=NNC(=C1C(=O)N)NC1=NC=CC=C1)C1=CC=CC=C1)C